O[C@H]1[C@@H](CN(CC1)CC=1C=NN(C1)C1=CC(=C(C(=N1)C)C#N)C)C=1C(=C2COC(C2=CC1)=O)C 6-(4-(((3r,4r)-4-hydroxy-3-(4-methyl-1-oxo-1,3-dihydroisobenzofuran-5-yl)piperidin-1-yl)methyl)-1H-pyrazol-1-yl)-2,4-dimethylpyridine-3-carbonitrile